(2E,2'E)-2,2'-(1-(5-(morpholinomethyl)furan-2-yl)ethane-1,2-diylidene)bis(N-ethylhydrazine-1-carbothioamide) O1CCN(CC1)CC1=CC=C(O1)\C(\C=N\NC(NCC)=S)=N\NC(NCC)=S